P(=O)(O)(O)O.C(CCCCCCCCCCC)[K] lauryl-potassium phosphate salt